C(CC1=CC=CC=C1)NC(C1=NC=CC=C1)=O N-phenethylpicolinamide